N1C(=NC2=C1C=CC=C2)CCC2=CC(=CC1=NC3=CC=CC=C3C=C21)N2N=CC(=C2)C(=O)NC2CCC=1C2=NC=CC1 1-{1-[2-(1H-1,3-Benzodiazol-2-yl)ethyl]acridin-3-yl}-N-{5H,6H,7H-cyclopenta[b]pyridin-7-yl}-1H-pyrazole-4-carboxamide